(R)-2-chloro-N-(3,4-difluorophenyl)-3-(2-((1-(3-methyl-1,2,4-oxadiazol-5-yl)ethyl)amino)-2-oxoacetyl)-5,6,7,8-tetrahydroindolizine-1-carboxamide ClC=1C(=C2CCCCN2C1C(C(=O)N[C@H](C)C1=NC(=NO1)C)=O)C(=O)NC1=CC(=C(C=C1)F)F